CS(=O)(=O)O.COC(=O)C1=CC=C2CC(NC2=C1)=O 2-oxo-2,3-dihydro-1H-indole-6-carboxylic acid methyl ester methanesulfonate